2,3-Dimethylbenzyl bromide CC1=C(CBr)C=CC=C1C